COC1=NC=C(C2=C1N=C(S2)NC(=O)C2CC2)C2=CC=CC=C2 Cyclopropanecarboxylic acid (4-methoxy-7-phenyl-thiazolo[4,5-c]pyridin-2-yl)-amide